2,6-difluoro-4-(2-tetrahydropyran-4-yloxyethoxy)phenol FC1=C(C(=CC(=C1)OCCOC1CCOCC1)F)O